N-[(E)-N'-[(Z)-C-[6-(4-chlorophenyl)-5-phenyl-4,5-dihydro-3H-pyridazin-2-yl]-N-(1-piperidylsulfonyl)carbonimidoyl]carbamimidoyl]acetamide ClC1=CC=C(C=C1)C=1C(CCN(N1)\C(=N/S(=O)(=O)N1CCCCC1)\N=C(/N)\NC(C)=O)C1=CC=CC=C1